5,7-Diphenylpyrrolo(2,3-d)pyrimidin-4-amine C1(=CC=CC=C1)C1=CN(C=2N=CN=C(C21)N)C2=CC=CC=C2